N-(4-pyridyl)-5-[[(3S)-1-[2-oxo-2-[(2S,4S)-2-cyano-4-fluoro-pyrrolidin-1-yl]ethyl]pyrrolidin-3-yl]amino]quinoline-8-carboxamide N1=CC=C(C=C1)NC(=O)C=1C=CC(=C2C=CC=NC12)N[C@@H]1CN(CC1)CC(N1[C@@H](C[C@@H](C1)F)C#N)=O